N-(5-((2-((1s,4s)-2-azabicyclo[2.2.2]octan-2-yl)ethyl)carbamoyl)-2-methylpyridin-3-yl)-6-(1H-pyrrol-3-yl)-[1,2,3]triazolo[1,5-a]pyridine-3-carboxamide C12N(CC(CC1)CC2)CCNC(=O)C=2C=C(C(=NC2)C)NC(=O)C=2N=NN1C2C=CC(=C1)C1=CNC=C1